benzyl N-(4-allyl-4-piperidyl)carbamate C(C=C)C1(CCNCC1)NC(OCC1=CC=CC=C1)=O